[(2R,4S,5R)-4-[(tert-butyldimethylsilyl)oxy]-5-[[(tert-butyldimethylsilyl)oxy]methyl]-5-ethenyloxolan-2-yl]pyrimidin-2-one [Si](C)(C)(C(C)(C)C)O[C@H]1C[C@@H](O[C@]1(C=C)CO[Si](C)(C)C(C)(C)C)C1=NC(NC=C1)=O